O1C(=CC=C1)C([C@H](C[C@H]1C(NCC1)=O)NC(OC(C)(C)C)=O)=O tert-butyl ((S)-1-(furan-2-yl)-1-oxo-3-((S)-2-oxopyrrolidin-3-yl)propan-2-yl)carbamate